P(=O)(OCC1=CC=CC=C1)(OCC1=CC=CC=C1)OC1CN(C1)C(CCCCCCCCC1=C(C=CC=C1)C1CCC=CC1)=O Dibenzyl 1-{9-[(4-cyclohexen-1-yl)phenyl]nonanoyl}azetidin-3-yl phosphate